8-(Cyclohexyloxy)quinolin-5-amine C1(CCCCC1)OC1=CC=C(C=2C=CC=NC12)N